6,7-dimethoxy-2-methyl-N-{(1R)-1-[3-{1-methyl-1H-indol-5-yl}-phenyl]ethyl}-quinazolin-4-amine COC=1C=C2C(=NC(=NC2=CC1OC)C)N[C@H](C)C1=CC(=CC=C1)C=1C=C2C=CN(C2=CC1)C